C(C)C1(CCC(CC1)C(=O)OCC)O Ethyl 4-ethyl-4-hydroxycyclohexanecarboxylate